The molecule is a prostaglandin carboxylic acid anion that is the conjugate base of Delta(12)-prostaglandin J3. obtained by deprotonation of the carboxy group; major species at pH 7.3. It is a conjugate base of a Delta(12)-prostaglandin J3. CC/C=C\\C[C@@H](C/C=C/1\\[C@H](C=CC1=O)C/C=C\\CCCC(=O)[O-])O